CC1=C(C(=C(C1([Hf]C1(C=CC2=CC=3CCCC3C=C12)C(C)(C)C)C)C)C)C pentamethylcyclopentadienyl(1-tert-butyl-1,5,6,7-tetrahydro-s-indacenyl)hafnium